N-(1-(6-methoxy-5-(trifluoromethyl)pyridin-3-yl)propoxy)-4-(5-(trifluoromethyl)pyrimidin-2-yl)piperazine-1-carboxamide COC1=C(C=C(C=N1)C(CC)ONC(=O)N1CCN(CC1)C1=NC=C(C=N1)C(F)(F)F)C(F)(F)F